tert-Butyl 2-fluoro-3-oxo-8-azabicyclo[3.2.1]octane-8-carboxylate FC1C2CCC(CC1=O)N2C(=O)OC(C)(C)C